C(C=C)C1(CC1)S(=O)(=O)C1(CC1)COCC1=CC=CC=C1 (((1-((1-allylcyclopropyl)sulfonyl)cyclopropyl)methoxy)methyl)benzene